OCCN(C1=CC=C(C=C1)/C=C/C(=O)C1=CC=C(C=C1)NC(CCC1=CC=CC=C1)=O)C N-[4-[(E)-3-[4-[2-Hydroxyethyl(methyl)amino]phenyl]prop-2-enoyl]phenyl]-3-phenylpropanamide